2-(4-(3-isopropyl-2-(1-(2-methoxyethyl)-5-methyl-6-oxo-1,6-dihydropyridin-3-yl)-1H-indol-5-yl)piperidin-1-yl)-N,N-dimethylacetamide C(C)(C)C1=C(NC2=CC=C(C=C12)C1CCN(CC1)CC(=O)N(C)C)C1=CN(C(C(=C1)C)=O)CCOC